6-iodo-4-methylheptyl decyloxymethyl ether C(CCCCCCCCC)OCOCCCC(CC(C)I)C